C(C)[N+](\C=C\COCCCCCCCC)(CC)[O-] (E)-N,N-diethyl-3-(octyloxy)prop-1-en-1-amine oxide